1,3-diallyl-N-(4-(2-amino-3-(3-methyl-3-morpholinobut-1-ynyl)pyridin-4-yloxy)-3-fluorophenyl)-2,4-dioxo-1,2,3,4-tetrahydropyrimidine-5-carboxamide C(C=C)N1C(N(C(C(=C1)C(=O)NC1=CC(=C(C=C1)OC1=C(C(=NC=C1)N)C#CC(C)(N1CCOCC1)C)F)=O)CC=C)=O